tert-butyl 6-(1-(4-cyclopropyl-3-methoxybenzyl)-3-(2-isopropylphenyl) piperidin-4-yl)-2,6-diazaspiro[3.3]heptane-2-carboxylate C1(CC1)C1=C(C=C(CN2CC(C(CC2)N2CC3(CN(C3)C(=O)OC(C)(C)C)C2)C2=C(C=CC=C2)C(C)C)C=C1)OC